OC1C(N(C(C(C1C)O)C)C)C 3,5-dihydroxy-1,2,4,6-tetramethylpiperidine